C1(CC1)N(C1=NC=C(C=C1)C(F)(F)F)CC1=CC(=C(C(=C1)O)N1CC(NS1(=O)=O)=O)F 5-[4-[[cyclopropyl-[5-(trifluoromethyl)-2-pyridinyl]amino]methyl]-2-fluoro-6-hydroxy-phenyl]-1,1-dioxo-1,2,5-thiadiazolidin-3-one